3-(2-(azidomethyl)imidazo[1,2-a]pyridin-7-yl)-5-(trifluoromethyl)-1,2,4-oxadiazole N(=[N+]=[N-])CC=1N=C2N(C=CC(=C2)C2=NOC(=N2)C(F)(F)F)C1